fluoropropanate FC(C(=O)[O-])C